2-((3aR,5s,6aS)-2-methyloctahydrocyclopenta[c]pyrrol-5-yl)-5-((2R,5S)-5-methylpiperidin-2-yl)benzo[d]thiazole CN1C[C@@H]2[C@H](C1)CC(C2)C=2SC1=C(N2)C=C(C=C1)[C@@H]1NC[C@H](CC1)C